OC=1C(NC(NC1)=O)=O 5-hydroxyuracil